ClC=1C(=C(C#N)C=C(C1)B1OC(C(O1)(C)C)(C)C)OCC[Si](C)(C)C 3-chloro-5-(4,4,5,5-tetramethyl-1,3,2-dioxaborolan-2-yl)-(2-(trimethylsilyl)ethoxy)benzonitrile